[Na+].C1(CC1)C1=CC(=C(NC2=C(C(=O)[NH-])C=C(C(=C2F)F)CC2=C(C(=NC=C2)NS(NC)(=O)=O)F)C=C1)F 2-(4-Cyclopropyl-2-fluoroanilino)-3,4-difluoro-5-[[3-fluoro-2-(methylsulfamoylamino)pyridin-4-yl]methyl]benzamide sodium salt